(4-(((3R)-6-ethynyl-6-(hydroxymethyl)tetrahydro-2H-pyran-3-yl)amino)-5-methoxy-1H-pyrrolo[2,3-b]pyridin-3-yl)(2-fluoro-4-(2-fluorophenoxy)phenyl)methanone C(#C)C1(CC[C@H](CO1)NC1=C2C(=NC=C1OC)NC=C2C(=O)C2=C(C=C(C=C2)OC2=C(C=CC=C2)F)F)CO